ClC=1C(=NC(=NC1)N[C@@H]1CN(CCC1)C(=O)OC(C)(C)C)C1=CN(C2=C(C(=CC=C12)C#N)F)COCC[Si](C)(C)C Tert-butyl (3S)-3-[[5-chloro-4-[6-cyano-7-fluoro-1-(2-trimethylsilylethoxymethyl) indol-3-yl]pyrimidin-2-yl]amino]piperidine-1-carboxylate